ClC1=C(C=CC(=C1)N(C1COC1)C)C1COCCCN1C(=O)OC(C)(C)C Tert-butyl 3-[2-chloro-4-[methyl(oxetan-3-yl)amino]phenyl]-1,4-oxazepane-4-carboxylate